[Cl-].[Cl-].C1(=CC=CC=C1)C(=[Zr+2](C1=CC=CC=2C3=CC=CC=C3CC12)C1C=CC=C1)C1=CC=CC=C1 diphenyl-methylene(cyclopentadienyl)(fluorenyl)zirconium dichloride